ClCC(CC#N)O 4-Chloro-3-hydroxy-butyronitrile